O=C1N(CCC(N1)=O)C1=NN(C2=C(C=CC=C12)OS(=O)(=O)F)C 3-(2,4-dioxohexahydropyrimidin-1-yl)-7-fluorosulfonyloxy-1-methyl-indazole